1,3-dimethyl-2-imidazolidinylium CN1[CH+]N(CC1)C